C1CCC2=C(C=3CCCC3C=C12)NC(N[S@](C1=CN=C(S1)[C@]1(OC(OC1)(C)C)C)(=O)=NC(OC(C)(C)C)=O)=O tert-butyl ((R)-(3-(1,2,3,5,6,7-hexahydro-s-indacen-4-yl)ureido)(oxo)(2-((S)-2,2,4-trimethyl-1,3-dioxolan-4-yl)thiazol-5-yl)-λ6-sulfaneylidene)carbamate